N-hydroxy-4,6-dimethoxypyrimidine-2-carboxamidine ONC(=N)C1=NC(=CC(=N1)OC)OC